C(C)(C)(C)OC(=O)N[C@@H](C#CC1=NC(=NC(=C1)C1=C(C=CC=C1C)C)NS(=O)(=O)C=1C=C(C(=O)O)C=CC1)CC(C)(C)C 3-[[4-[(3R)-3-(tert-butoxycarbonylamino)-5,5-dimethyl-hex-1-ynyl]-6-(2,6-dimethylphenyl)pyrimidin-2-yl]sulfamoyl]benzoic acid